(1r,3R,4S)-3,4-difluorocyclopentane-1-carboxylic acid F[C@@H]1CC(C[C@@H]1F)C(=O)O